2-(4-Aminophenyl)-2-methylpropanenitrile NC1=CC=C(C=C1)C(C#N)(C)C